(R)-2-(8-(1-oxa-7-azaspiro[4.4]nonan-7-yl)pyrido[2,3-d]pyridazin-5-yl)-5-(trifluoromethyl)phenol O1CCC[C@@]12CN(CC2)C=2N=NC(=C1C2N=CC=C1)C1=C(C=C(C=C1)C(F)(F)F)O